FC(C(C(F)(F)F)(F)F)(O)F perfluoron-propanol